(1R,2S,3R,5R)-3-{4-amino-5-bromopyrrolo[2,3-d]pyrimidin-7-yl}-5-({[(3S)-piperidin-3-ylmethyl]amino}methyl)cyclopentane-1,2-diol NC=1C2=C(N=CN1)N(C=C2Br)[C@H]2[C@@H]([C@@H]([C@H](C2)CNC[C@@H]2CNCCC2)O)O